FC(CN1C(=NC=2C1=NC(=CN2)C2=CNC=1N=C(N=CC12)NC1CCC2(COC2)CC1)C)F 5-(1-(2,2-difluoroethyl)-2-methyl-1H-imidazo[4,5-b]pyrazin-6-yl)-N-(2-oxaspiro[3.5]nonan-7-yl)-7H-pyrrolo[2,3-d]pyrimidin-2-amine